2,3-dihydrothieno[3,4-b][1,4]dioxine O1C=2C(OCC1)=CSC2